2-(1,3-dioxoisoindolin-2-yl)-N-ethyl-4-methylpentanamide O=C1N(C(C2=CC=CC=C12)=O)C(C(=O)NCC)CC(C)C